tert-butyl (R)-((3-(6-chloro-3-((6-fluoro-2-methylpyridin-3-yl)oxy)-5-methylpyridazine-4-carboxamido)phenyl)(methyl)(oxo)-λ6-sulfaneylidene)carbamate ClC1=C(C(=C(N=N1)OC=1C(=NC(=CC1)F)C)C(=O)NC=1C=C(C=CC1)[S@](=O)(C)=NC(OC(C)(C)C)=O)C